COC(C[C@H]1C=2N(C3=C(C(=N1)C1=CC=C(C=C1)Cl)C=CC=C3)C(=NN2)C)=O.CC=2N=CSC2C2=CC=C(C=C2)[C@H](C)NC(=O)C2NCCC2 N-((S)-1-(4-(4-methylthiazol-5-yl)phenyl)ethyl)pyrrolidine-2-carboxamide methyl-2-((4S)-6-(4-chlorophenyl)-1-methyl-4H-benzo[f][1,2,4]triazolo[4,3-a][1,4]diazepin-4-yl)acetate